FC1(CCN(CC1)C1=NC(=CC(=N1)C(=O)NN)C)F 2-(4,4-difluoropiperidin-1-yl)-6-methylpyrimidine-4-carbohydrazide